methyl ((1-((2-(3,5-dichlorophenyl)-6-((6-(piperazin-1-yl)pyridin-3-yl)oxy) pyridin-4-yl)methyl)-4-hydroxypiperidin-4-yl)methyl)carbamate ClC=1C=C(C=C(C1)Cl)C1=NC(=CC(=C1)CN1CCC(CC1)(O)CNC(OC)=O)OC=1C=NC(=CC1)N1CCNCC1